2-[(cyclopropylmethyl)amino]-6-(2-fluorophenoxy)-8-methylpyrido[2,3-d]pyrimidin-7(8H)-one C1(CC1)CNC=1N=CC2=C(N1)N(C(C(=C2)OC2=C(C=CC=C2)F)=O)C